(2-{4-[(R)-(4-chlorophenyl)benzyl]-1-piperazinyl}ethoxy)acetic acid dihydrochloride Cl.Cl.ClC1=CC=C(C=C1)[C@@H](C1=CC=CC=C1)N1CCN(CC1)CCOCC(=O)O